(propynyloxy)trimethylsilane C(#CC)O[Si](C)(C)C